(R or S)-2-(1-(2-(6-methylpyridin-3-yl)propan-2-yl)-3-(2-(thiophen-2-yl)ethyl)pyrrolidin-3-yl)propan-2-ol CC1=CC=C(C=N1)C(C)(C)N1C[C@](CC1)(CCC=1SC=CC1)C(C)(C)O |o1:12|